[Si](C)(C)(C(C)(C)C)OC(C(C=CC(=O)N(C)OC)C)C(CC=CC=CC)C 5-((tert-butyldimethylsilyl)oxy)-N-methoxy-N,4,6-trimethyldodeca-2,8,10-trienamide